(S)-2-(2-(3-carbamoyl-1H-indazol-1-yl)acetamido)propionic acid C(N)(=O)C1=NN(C2=CC=CC=C12)CC(=O)N[C@H](C(=O)O)C